5-(5-(methoxymethyl)-3-methylisoxazol-4-yl)pyridin-2-amine COCC1=C(C(=NO1)C)C=1C=CC(=NC1)N